(6-Bromopyrazin-2-yl)acetonitrile BrC1=CN=CC(=N1)CC#N